N1=NN(C2=NC=CC=C21)C2=CC(=C(C(=O)N(C1=NC=CC=C1C(NC)=O)[C@H]1CN(CCC1)C(=O)OC(C)(C)C)C=C2)F tert-butyl (R)-3-(4-(3H-[1,2,3]triazolo[4,5-b]pyridin-3-yl)-2-fluoro-N-(3-(methylcarbamoyl)pyridin-2-yl)benzamido)piperidine-1-carboxylate